C(C1=CC=CC=C1)O[C@@](CCCCC1OCCO1)(C(F)(F)F)C1=NN=C(O1)C1=C(C=C(C(=N1)C(=O)OC)C(F)(F)F)NC(=O)OC(C)(C)C Methyl 6-[5-[(1R)-1-benzyloxy-5-(1,3-dioxolan-2-yl)-1-(trifluoromethyl)pentyl]-1,3,4-oxadiazol-2-yl]-5-(tert-butoxycarbonylamino)-3-(trifluoromethyl)pyridine-2-carboxylate